C(O)CN.C(O)CN.P(=O)(OC1=C(C=C(C=C1)Cl)C(NC1=CC(=CC(=C1)C(F)(F)F)C(F)(F)F)=O)(O)O 2-{[3,5-bis(trifluoromethyl) phenyl] carbamoyl}-4-chlorophenyl hydrogen phosphate bisethanolamine salt